NC1(CC1)C#CC=1C=C(C=2N(C1)N=CC2C#N)C=2C=CC(=NC2)N2CCC(CC2)(C)NC(=O)C2=NC=CC=C2CCl N-(1-(5-(6-((1-Aminocyclopropyl)ethynyl)-3-cyanopyrazolo[1,5-a]pyridin-4-yl)pyridin-2-yl)-4-Methylpiperidin-4-yl)-3-chloromethylpyridineamide